beta-D-galactofuranose O[C@H]1[C@H](O)[C@@H](O)[C@@H](O1)[C@H](O)CO